ClC1=C(C=NC=C1)C=1SC2=C(N1)C=C(C=C2)OC 2-(4-chloro-pyridin-3-yl)-5-methoxybenzo[d]thiazole